Ethyl 2-methylene-4-phenylbutanoate C=C(C(=O)OCC)CCC1=CC=CC=C1